FC=1C=C(OC2CN(C2)CC)C=C(C1)F 3-(3,5-difluorophenoxy)-1-ethyl-azetidine